N[C@@H]1[C@H](COCC1)C1=C(C2=NC(=CC(=C2S1)NCC=1SC=CC1)Cl)C 2-((3R,4S)-4-aminotetrahydro-2H-pyran-3-yl)-5-chloro-3-methyl-N-(thiophen-2-ylmethyl)thieno[3,2-b]pyridin-7-amine